BrC1=CC=C(C=C1)C(C=1C=NC(=NC1)N1C2CN(CC1CC2)C(=O)OC(C)(C)C)O tert-butyl 8-(5-((4-bromophenyl)(hydroxy)methyl)pyrimidin-2-yl)-3,8-diazabicyclo[3.2.1]octane-3-carboxylate